piperazine N,N'-dioxide [NH+]1(CC[NH+](CC1)[O-])[O-]